CC1C2C(C(CC13CCCCC3)C2)(C)C 2,6,6-trimethylspiro[bicyclo[3.1.1]heptane-3,1'-cyclohexane]